FC=1C=C(C=CC1OC1=CC=NC2=CC(=C(N=C12)OC)OCCOC)NC(=O)C1(CC1)C(=O)NC1=CC=C(C=C1)F 1-N'-[3-fluoro-4-[[6-methoxy-7-(2-methoxyethoxy)-1,5-naphthyridin-4-yl]oxy]phenyl]-1-N-(4-fluorophenyl)cyclopropane-1,1-dicarboxamide